C1(CC1)N1N=CC=2C1=NC=NC2N 1-cyclopropyl-1H-pyrazolo[3,4-d]pyrimidin-4-amine